CN(C)CC=1NC2=CC=CC=C2C1[C@H]1NC(C2=CC=C(C=C12)O)=O (3S)-3-{2-[(dimethylamino)methyl]-1H-indol-3-yl}-5-hydroxy-2,3-dihydro-1H-isoindol-1-one